(cis)-2-hexenal C(\C=C/CCC)=O